5-chloro-6-fluoro-7-nitroquinoline ClC1=C2C=CC=NC2=CC(=C1F)[N+](=O)[O-]